CN(C1=CC=2N(C=C1)C=C(N2)C2=CC=CC=C2)C N,N-dimethyl-2-phenylimidazo[1,2-a]pyridin-7-amine